ClC1=CC=C(C=C1)C=CC(=O)NC1=C(C(=NN1)C1=CC=NC=C1)CO 3-(4-chlorophenyl)-N-(4-(hydroxymethyl)-3-(pyridin-4-yl)-1H-pyrazol-5-yl)propenamide